2-(ethyl(methyl)amino)ethyl 2-(3,5-dichlorophenyl)benzo[d]oxazole-6-carboxylate ClC=1C=C(C=C(C1)Cl)C=1OC2=C(N1)C=CC(=C2)C(=O)OCCN(C)CC